ClC1=NN=C(C2=CC=CC=C12)NC[C@@H]1OC(OC1)(C)C 4-chloro-N-[[(4S)-2,2-dimethyl-1,3-dioxolan-4-yl]methyl]phthalazin-1-amine